methyl 4-[(3S)-4,4,5,5,5-pentadeuterio-3-hydroxy-3-(trideuteriomethoxymethyl)pent-1-ynyl]benzoate [2H]C([C@](C#CC1=CC=C(C(=O)OC)C=C1)(COC([2H])([2H])[2H])O)(C([2H])([2H])[2H])[2H]